C(C=C)SSC Allylmethyl disulfide